2-fluoro-N-(thiazol-4-yl)benzenesulfonamide formate C(=O)O.FC1=C(C=CC=C1)S(=O)(=O)NC=1N=CSC1